Cl.Cl.ClC=1C=C(CC2=C(N(C=3C2=NC=CC3)C/C(=C/CN)/F)C)C=CC1S(=O)(=O)C (Z)-4-(3-(3-chloro-4-(methylsulfonyl)benzyl)-2-methyl-1H-pyrrolo[3,2-b]pyridin-1-yl)-3-fluorobut-2-en-1-amine dihydrochloride